C(=O)C=1C(=C(C=CC1S(=O)(=O)N)C1=CC=CC=C1)C formyl-2-methyl-[1,1'-biphenyl]-4-sulfonamide